N-[(1R)-1-[[(2-chloroacetyl)-[[(3S)-2-oxo-pyrrolidin-3-yl]methyl]amino]carbamoyl]-3-methyl-butyl]-1H-indole-2-carboxamide ClCC(=O)N(C[C@H]1C(NCC1)=O)NC(=O)[C@@H](CC(C)C)NC(=O)C=1NC2=CC=CC=C2C1